Cl.C(#N)C1=CC=C(C=C1)C=1C=C2C(=NNC2=CC1)NC(=O)C1CCN(CC1)C N-[5-(4-cyanophenyl)-1H-indazol-3-yl]-1-methylpiperidine-4-carboxamide hydrochloride